Bis(biphenyl-4-yl)-{4-(4,4,5,5-tetramethyl-1,3,2-dioxaborolan-2-yl)phenyl}amine C1(=CC=C(C=C1)N(C1=CC=C(C=C1)B1OC(C(O1)(C)C)(C)C)C1=CC=C(C=C1)C1=CC=CC=C1)C1=CC=CC=C1